3-((2-((4-(4-(5,7-dimethoxy-4-oxo-3,4-dihydroquinazolin-2-yl)phenyl)piperazin-1-yl)methyl)phenyl)amino)piperidine-2,6-dione COC1=C2C(NC(=NC2=CC(=C1)OC)C1=CC=C(C=C1)N1CCN(CC1)CC1=C(C=CC=C1)NC1C(NC(CC1)=O)=O)=O